C12CN(CC(CC1)N2)C2=NC=C(C#N)C=C2 6-(3,8-Diazabicyclo[3.2.1]oct-3-yl)nicotinonitrile